C(CCC)C1=CC=C(CC2=NC(=NO2)CC(C(=O)OC(C)(C)C)=C)C=C1 tert-butyl 2-((5-(4-butylbenzyl)-1,2,4-oxadiazol-3-yl)methyl)acrylate